palmitoylethyltrimethylammonium C(CCCCCCCCCCCCCCC)(=O)C[N+](C)(C)CC